CC1=C(C=O)C(=CC(=C1CN1C(=NC=C1)C)C)C 2,4,6-trimethyl-3-((2-methyl-1H-imidazol-1-yl)methyl)benzaldehyde